NC1=CC=C(C(=O)NC=2C=C(C=CC2O)S(=O)(=O)C2=CC(=C(C=C2)O)NC(C2=CC=C(C=C2)N)=O)C=C1 bis[3-(4-aminobenzamido)-4-hydroxyphenyl]sulfone